methyl N-[(4-fluorophenyl)methyl]-N-[(3R,4S)-3-fluoropiperidin-4-yl]carbamate FC1=CC=C(C=C1)CN(C(OC)=O)[C@@H]1[C@@H](CNCC1)F